C(CC(O)(C(=O)O)CC(=O)O)(=O)O.C(CC(O)(C(=O)O)CC(=O)O)(=O)O citric acid monocitrate